4-(2,6,6-Trimethyl-1-cyclohexenyl)-3-butenone CC1=C(C(CCC1)(C)C)C=CC(C)=O